C(CCCCCC(C)C)C1(CCCCC1)CC(CCCCC)CCC isononyl-(2-propylheptyl)cyclohexane